ClC=1N=C(C2=C(N1)C(=C(N=C2)Cl)F)N2C[C@H]1CC[C@@H](C2)N1C(=O)OC(C)(C)C tert-butyl (1R,5S)-3-(2,7-dichloro-8-fluoropyrido[4,3-d]pyrimidin-4-yl)-3,8-diazabicyclo[3.2.1]octan-8-carboxylate